FC1(CCN(CCC1)C1=NC2=CC=CC=C2C=C1C(=O)NC=1C=C2C(=NN(C2=CC1)C(=O)OC(C)(C)C)O)F tert-butyl 5-(2-(4,4-difluoroazepan-1-yl) quinoline-3-carboxamido)-3-hydroxy-1H-indazole-1-carboxylate